N-(3-(2-Bromothiazol-4-yl)-2-methylcyclopent-2-en-1-yl)-5-((3aS,4S,6aR)-2-oxohexahydro-1H-thieno[3,4-d]imidazol-4-yl)pentanamide BrC=1SC=C(N1)C1=C(C(CC1)NC(CCCC[C@@H]1SC[C@@H]2NC(N[C@@H]21)=O)=O)C